hexahydropyrrolo[3,2-b]pyrrole-1(2H)-carboxylic acid tert-butyl ester C(C)(C)(C)OC(=O)N1C2C(CC1)NCC2